N1-((S)-4-methyl-1-oxo-1-(((S)-3-oxo-1-((S)-2-oxopyrrolidin-3-yl)-4-(trifluoromethoxy)butan-2-yl)amino)pentan-2-yl)-N2-(1,1,1-trifluoro-2-methylpropan-2-yl)oxalamide CC(C[C@@H](C(N[C@@H](C[C@H]1C(NCC1)=O)C(COC(F)(F)F)=O)=O)NC(C(=O)NC(C(F)(F)F)(C)C)=O)C